methyl (1s,2s,5r)-8-acetyl-3-((6-(4-fluorophenoxy) pyridin-3-yl) sulfonyl)-3,8-diazabicyclo[3.2.1]octane-2-carboxylate C(C)(=O)N1[C@@H]2[C@H](N(C[C@H]1CC2)S(=O)(=O)C=2C=NC(=CC2)OC2=CC=C(C=C2)F)C(=O)OC